COC1=C(CNC(C2=NC=C(C=C2\C=C\OCC)C)=O)C=CC(=C1)OC (E)-N-(2,4-dimethoxybenzyl)-3-(2-ethoxyvinyl)-5-methylpicolinamide